5-(5-fluoropyrimidin-2-yl)-1-methyl-1H-pyrrole-3-carboxylic acid methyl ester COC(=O)C1=CN(C(=C1)C1=NC=C(C=N1)F)C